Br[C@@H](C(=O)NCC1=CC=CC=C1)CC (R)-2-bromo-N-benzylbutanamide